1-heptyl-imidazol C(CCCCCC)N1C=NC=C1